Ethyl (S)-3-(3-(4-Hydroxy-1,6-dimethyl-2-oxo-1,2-dihydropyridin-3-yl)ureido)-3-(6-methyl-3'-(trifluoromethoxy)biphenyl-3-yl)propanoat OC1=C(C(N(C(=C1)C)C)=O)NC(N[C@@H](CC(=O)OCC)C=1C=C(C(=CC1)C)C1=CC(=CC=C1)OC(F)(F)F)=O